tert-butyl 3-methyl-6-((3-(trifluoromethyl)phenyl)carbamoyl)indoline-1-carboxylate CC1CN(C2=CC(=CC=C12)C(NC1=CC(=CC=C1)C(F)(F)F)=O)C(=O)OC(C)(C)C